(Z)-2-(3-(cyano(isocyano)methylene)-2,3-dihydro-1H-indene-1-ylidene)malononitrile C(#N)/C(=C/1\CC(C2=CC=CC=C12)=C(C#N)C#N)/[N+]#[C-]